Methylenebenzoquinone C=C1C(C=CC(C1)=O)=O